NC1=NC=CC=C1S(=O)(=O)NC(=O)C=1C(=NC(=CC1)C1=CC=C(C=C1)C(C)C)N1C(C[C@@H](C1)C)(C)C N-[(2-Amino-3-pyridyl)sulfonyl]-6-(4-isopropylphenyl)-2-[(4S)-2,2,4-trimethylpyrrolidin-1-yl]pyridin-3-carboxamid